2-chloro-4-((5-fluoro-2-methylbenzofuran-7-yl)oxy)benzene ClC1=CC=CC(=C1)OC1=CC(=CC=2C=C(OC21)C)F